BrC1=CC2=C(C(=C(O2)C(=O)O)CBr)C=C1 6-bromo-3-(bromomethyl)benzofuran-2-carboxylic acid